N-{[3-(4-{[(3S,4R)-3-fluoro-1-methylpiperidin-4-yl]amino}-1-(2,2,2-trifluoroethyl)-1H-indol-2-yl)-1,2,4-oxadiazol-5-yl]methyl}-1-(2-fluoroethyl)-1H-imidazole-5-carboxamide F[C@H]1CN(CC[C@H]1NC1=C2C=C(N(C2=CC=C1)CC(F)(F)F)C1=NOC(=N1)CNC(=O)C1=CN=CN1CCF)C